6-((1-methylpiperidin-4-yl)oxy)-5-(trifluoromethyl)pyridin-3-amine CN1CCC(CC1)OC1=C(C=C(C=N1)N)C(F)(F)F